NC=1C=2N(C3=CC(=C(C=C3N1)F)C(=O)N([C@@H]1COC3=C1C=CC(=C3)C#CC3(CC3)C(F)(F)F)C)C=NC2 (S)-4-amino-7-fluoro-N-methyl-N-(6-((1-(trifluoromethyl)cyclopropyl)ethynyl)-2,3-dihydrobenzofuran-3-yl)imidazo[1,5-a]quinoxaline-8-carboxamide